4-fluoro-2-iodo-6-methylbenzoate FC1=CC(=C(C(=O)[O-])C(=C1)C)I